Benzyl-phosphotyrosine C(C1=CC=CC=C1)N[C@@H](CC1=CC=C(C=C1)OP(=O)(O)O)C(=O)O